FC=1C=C2C(=NN(C2=CC1C1CCN(CC1)C[C@H]1[C@H](CNCC1)F)C)C1C(NC(CC1)=O)=O 3-[5-fluoro-6-[1-[[(3R,4S)-3-fluoro-4-piperidyl]methyl]-4-piperidyl]-1-methyl-indazol-3-yl]piperidine-2,6-dione